Cl.Cl.NC(C(=O)OC1=C(C(=CC=C1)OC)OC(C(C(C)C)N)=O)C(C)C 3-methoxy-1,2-phenylene bis(2-amino-3-methylbutanoate) dihydrochloride